(S)-2-((tert-butoxycarbonyl)amino)-4-(((1-cyanocyclopropyl)methyl)(4-(5,6,7,8-tetrahydro-1,8-naphthyridin-2-yl)butyl)amino)butanoic acid C(C)(C)(C)OC(=O)N[C@H](C(=O)O)CCN(CCCCC1=NC=2NCCCC2C=C1)CC1(CC1)C#N